3-(5-(1-aminoisoquinolin-5-yl)-3-((2-(2-ethoxy-2-oxoethyl)phenoxy)methyl)-1H-indazol-1-yl)pyrrolidine-1-carboxylic acid tert-butyl ester C(C)(C)(C)OC(=O)N1CC(CC1)N1N=C(C2=CC(=CC=C12)C1=C2C=CN=C(C2=CC=C1)N)COC1=C(C=CC=C1)CC(=O)OCC